methyl 2-(6-bromo-2,3-difluorophenyl)-2-oxoacetate BrC1=CC=C(C(=C1C(C(=O)OC)=O)F)F